FC=1C=C(C(=O)OC)C=CC1OCOCC[Si](C)(C)C methyl 3-fluoro-4-{[2-(trimethylsilyl) ethoxy]methoxy}benzoate